3-(cyclobut-2-ylmethyl)-3H-imidazo[1,2-b][1,2,4]triazole-6-carboxylic acid C1C(CC1)CN1C=2N(N=C1)C(=CN2)C(=O)O